ClC=1C=C(C=CC1)C1(CC1)C=1NC(C=2CN(CCCC2N1)C(CC=1C=C(C=CC1)C1=CC=C(C=C1)C(F)(F)F)=O)=O 2-(1-(3-chlorophenyl)cyclopropyl)-6-(2-(4'-(trifluoromethyl)-[1,1'-biphenyl]-3-yl)acetyl)-3,5,6,7,8,9-hexahydro-4H-pyrimido[5,4-c]azepin-4-one